methyl-N-(4-(naphthalen-1-ylmethoxy)benzyl)pyridin-3-amine CC1=NC=CC=C1NCC1=CC=C(C=C1)OCC1=CC=CC2=CC=CC=C12